3-amino-N-[5-[3-(3,3-dimethylbutoxy)phenyl]-4-[2-methyl-6-(trifluoromethyl)phenyl]-1,3-thiazol-2-yl]benzenesulfonamide NC=1C=C(C=CC1)S(=O)(=O)NC=1SC(=C(N1)C1=C(C=CC=C1C(F)(F)F)C)C1=CC(=CC=C1)OCCC(C)(C)C